C(C)(C)(C)OC(=O)N1C[C@H]([C@H](CC1)N1C=NC2=C(C1=O)SC(=C2)C=2C=C(C=1N(C2)C=C(N1)C)F)F cis-tert-butyl-3-fluoro-4-(6-{8-fluoro-2-methylimidazo[1,2-a]pyridin-6-yl}-4-oxothieno[3,2-d]pyrimidin-3-yl)piperidine-1-carboxylate